n-Butylamin C(CCC)N